CN1N=C(C=C1)CC(=O)N (1-methylpyrazol-3-yl)acetamide